C(\C=C\C=C\C)(=O)OC1=C(C=CC(=C1)C)C(C)C thymol sorbate